N-(hydroxyethyl)lactamide OCCNC(C(O)C)=O